1-propyl-triethoxysilane C(CC)[Si](OCC)(OCC)OCC